Cl.N1=CC(=CC=C1)CC(=O)N1CC=2CNCC2C1 (pyridin-3-yl)-1-[1H,2H,3H,4H,5H,6H-pyrrolo[3,4-c]pyrrol-2-yl]ethan-1-one hydrochloride